FC1=C(C(=CC=C1)F)C1=N[C@H](C2=NC(=NN2C=2SC=3OCCOCC3C12)C(=O)O)C (7S)-9-(2,6-difluorophenyl)-7-methyl-13,16-dioxa-18-thia-2,3,5,8-tetraazatetracyclo[8.8.0.02,6.011,17]octadeca-1(10),3,5,8,11(17)-pentaene-4-carboxylic acid